IC=1C=C(C=CC1)C1=CC=C2C(=N1)C(=NN2)N 5-(3-iodophenyl)-1H-pyrazolo[4,3-b]Pyridin-3-amine